C(CCC)C(C(C1=C(C(=C(C(=C1)CCCC)CCCC)CCCC)CCCCCCCC)(CCCC)CCCC)(CCCCCCCCCC)CCCC tetrabutylTributyl-octyl-dodecyl-benzene